1-(2-chlorophenyl)-(S)-1-hydroxypropyl-(S)-2-bicyclo[2.2.1]heptanylcarbamate ClC1=C(C=CC=C1)[C@]12[C@H](CC(CC1)C2)N(C([O-])=O)C(CC)O